ClC=1C=C(C=CC1CN1CC=2N(CC1)N=CN2)NC=2C1=C(N=CN2)NC=C1C1CCN(CC1)C(C=C)=O 1-(4-(4-((3-chloro-4-((5,6-dihydro-[1,2,4]triazolo[1,5-a]pyrazin-7(8H)-yl)methyl)phenyl)amino)-7H-pyrrolo[2,3-d]pyrimidin-5-yl)piperidin-1-yl)prop-2-en-1-one